FC1=C(C(=CC(=C1)C1=NC(=CC(=N1)OCC(C)C)C)F)N1CC(CC1)CC(=O)OCC Ethyl {1-[2,6-difluoro-4-(4-isobutoxy-6-methyl-pyrimidin-2-yl)-phenyl]-pyrrolidin-3-yl}-acetate